C(CCC)OC1=CC=C(C=C1)C1=NOC(=N1)CC(C(=O)OC(C)(C)C)=C tert-butyl 2-((3-(4-butoxyphenyl)-1,2,4-oxadiazol-5-yl)methyl)acrylate